O.[N+](=O)([O-])[O-].[Co+2].[N+](=O)([O-])[O-] cobalt(II) nitrate hydrate